COC1=C(C(=CC(=C1)C)C)C1=CC=C2C(=CC(=NC2=N1)C1CNCCC1)NS(=O)(=O)C N-[7-(2-methoxy-4,6-dimethyl-phenyl)-2-(3-piperidyl)-1,8-naphthyridin-4-yl]methanesulfonamide